(3R)-N-[2-(1-benzylpiperidin-4-yl)ethyl]-3-methyl-4-(3,4,5-trifluorophenyl)piperazine-1-carboxamide C(C1=CC=CC=C1)N1CCC(CC1)CCNC(=O)N1C[C@H](N(CC1)C1=CC(=C(C(=C1)F)F)F)C